O1CC(C1)C(C)NC(=O)N (1-(oxetan-3-yl)ethyl)urea